N1=CC=C(C=C1)C=1C=CC=2N(C1)C(=CN2)C=O 6-(pyridin-4-yl)imidazo[1,2-a]pyridine-3-carbaldehyde